ClC1=C(C=C(C=C1)N1CC(CC1)SC)F 1-(4-chloro-3-fluorophenyl)-3-methylthiopyrrolidine